ClC1=C(C=C(C=C1)C12N=C(OC1[C@H]([C@@H]([C@H](O2)CO)O)O)C)CN2CCCC1=CC=CC=C21 (5R,6S,7S)-3a-(4-chloro-3-((3,4-dihydroquinolin-1(2H)-yl)methyl)phenyl)-5-(hydroxymethyl)-2-methyl-5,6,7,7a-tetrahydro-3aH-pyrano[2,3-d]oxazole-6,7-diol